ClCC1=NC2=CC=C(C=C2C(N1)=O)F 2-(chloromethyl)-6-fluoroquinazolin-4(3H)-one